O=C1CCSC2=CC(=CC=C12)OC(C(C)(C)C)=O 2,2-dimethyl-propionic acid 4-oxo-thiochroman-7-yl ester